C(#N)[C@H]1N(CC(C1)(F)F)C(CNC(=O)C1=CC=NC2=CC=C(C=C12)OCCCN1CCNCC1)=O (S)-N-(2-(2-cyano-4,4-difluoropyrrolidin-1-yl)-2-oxoethyl)-6-(3-(piperazine-1-yl)propoxy)quinoline-4-carboxamide